benzyl (2-((2S)-2-(1-hydroxy-2-((oxazol-5-ylmethyl)amino)-2-oxoethyl)pyrrolidin-1-yl)-2-oxoethyl)carbamate OC(C(=O)NCC1=CN=CO1)[C@H]1N(CCC1)C(CNC(OCC1=CC=CC=C1)=O)=O